tert-butyl 2-(4-(3,4-dichlorophenyl)-5-isobutylthiazol-2-yl)-10,10-dimethyl-8-oxo-1-phenyl-9-oxa-2,5,7-triazaundecan-6-ylidenecarbamate ClC=1C=C(C=CC1Cl)C=1N=C(SC1CC(C)C)N(CC1=CC=CC=C1)CCNC(NC(OC(C)(C)C)=O)=NC(OC(C)(C)C)=O